C1(CCCCC1)NC=1SC(=C(N1)C)C=1C=CC(=C(C1)S(=O)(=O)NC1CNCCC1)C 5-[2-(cyclohexylamino)-4-methyl-thiazol-5-yl]-2-methyl-N-(3-piperidyl)benzenesulfonamide